SC=1SC(=NN1)C1=CC=CC=C1 2-mercapto-5-phenyl-1,3,4-thiadiazole